2,2'-DI-9H-CARBAZOL-9-YL-[1,1'-BIPHENYL]-DICARBONITRIL C1=CC=CC=2C3=CC=CC=C3N(C12)C1(C(=CC=CC1C#N)C1=C(C=CC=C1)N1C2=CC=CC=C2C=2C=CC=CC12)C#N